Ethyl 7-bromo-1-methyl-2-oxo-quinoline-3-carboxylate BrC1=CC=C2C=C(C(N(C2=C1)C)=O)C(=O)OCC